phenyl-p-1H-1,2,4-triazol-3-yl-phenyl-carbamate C1(=CC=CC=C1)OC(NC1=CC=C(C=C1)C1=NNC=N1)=O